FC(C(=O)C1=CC=C(C=C1)OCCOC1=CC=CC=C1)(F)F 2,2,2-trifluoro-1-(4-(phenyl-1,4-dioxa-butan-1-yl)phenyl)ethanone